Benzyl-toluol C(C1=CC=CC=C1)C1=C(C=CC=C1)C